C(C=N[Ta])(C)CC tert-pentylideneamino-tantalum